nonafluoro-3,6-dioxaheptanoic acid anhydride FC(OC(C(OC(C(=O)OC(C(OC(C(OC(F)(F)F)(F)F)(F)F)(F)F)=O)(F)F)(F)F)(F)F)(F)F